FC1=CC=CN2C1=NC(=NC2=O)C=2C=C(C=1N(C2)C=C(N1)C)F 9-fluoro-2-{8-fluoro-2-methylimidazo[1,2-a]pyridin-6-yl}-4H-pyrido[1,2-a][1,3,5]triazin-4-one